(S)-(Z)-3-((3-butyl-3-methyl-7-(methylsulfanyl)-1,1-dioxido-5-phenyl-2,3,4,5-tetrahydro-1,5-benzothiazepin-8-yl)oxy)-2-fluoroacrylic acid C(CCC)[C@@]1(CS(C2=C(N(C1)C1=CC=CC=C1)C=C(C(=C2)O\C=C(\C(=O)O)/F)SC)(=O)=O)C